F[P-](F)(F)(F)(F)F.N1(N=NC2=C1C=CC=C2)O[P+](N2CCCC2)(N2CCCC2)N2CCCC2 (benzotriazol-1-yl-oxy)-tripyrrolidino-phosphonium hexafluorophosphate